S(=O)(=O)([O-])[O-].OC(CC([NH+](C)C)CC(C)O)C.OC(CC(CC(C)O)[NH+](C)C)C bis-(2-hydroxypropyl)-dimethyl-methyl-ammonium sulfate